ONOOOOOOOOOOOOOOOOOOOOOOOCCCCCCCCCCCCCCCCCCCCCCCCCCCCCCCCCCCCCCCCCCCCCCCCCCCC tetracosaoxa-2-azaheptaheptacontan